C1(=CC=C(C=C1)C1=CC=CC=C1)C=1C(=CC=CC1)C#N [1,1':4,1''-terphenyl]-2'-carbonitrile